CCN1C=C(C(=O)C2=C1N=C(C=C2)C)C(=O)O The molecule is a monocarboxylic acid comprising 1,8-naphthyridin-4-one substituted by carboxylic acid, ethyl and methyl groups at positions 3, 1, and 7, respectively. An orally administered antibacterial, it is used in the treatment of lower urinary-tract infections due to Gram-negative bacteria, including the majority of E. coli, Enterobacter, Klebsiella, and Proteus species. It has a role as an antibacterial drug, a DNA synthesis inhibitor and an antimicrobial agent. It is a monocarboxylic acid, a 1,8-naphthyridine derivative and a quinolone antibiotic. It is a conjugate acid of a nalidixic acid anion.